ethyl (R)-6,6,6-trifluoro-5-hydroxy-5-methyl-3-oxo-hexanoate FC([C@](CC(CC(=O)OCC)=O)(C)O)(F)F